CS(=O)(=O)N1CCN(CC1)C1CCC2=C(NC1=O)N=CC=C2 7-(4-(methylsulfonyl)piperazin-1-yl)-8-oxo-6,7,8,9-tetrahydro-5H-pyrido[2,3-b]azepin